1-(4-((1S,1'S)-6'-hydroxy-3,3',4,4'-tetrahydro-1'H,2H-1,2'-spirobi[naphthalen]-1'-yl)phenyl)piperidine-4-carbaldehyde OC=1C=C2CC[C@@]3(CCCC4=CC=CC=C34)[C@@H](C2=CC1)C1=CC=C(C=C1)N1CCC(CC1)C=O